CNC(CCC[C@H](N)C(=O)O)C Nε,ε-Dimethyllysine